C1(=CC=CC=C1)C1=NC(=NC(=N1)C1=CC=CC=C1)C1=CC=C(C=C1)C1=C(C(=NC(=C1N1C2=C(C3=CC=CC=C13)C=CN=C2)N2C1=C(C3=CC=CC=C23)C=CN=C1)N1C2=C(C3=CC=CC=C13)C=CN=C2)N2C1=C(C3=CC=CC=C23)C=CN=C1 9,9',9'',9'''-(4-(4-(4,6-diphenyl-1,3,5-triazin-2-yl)phenyl)pyridine-2,3,5,6-tetrayl)tetrakis(9H-pyrido[3,4-b]indole)